8-(4-((4-(2-(2,6-dioxopiperidin-3-yl)-1,3-dioxoisoindoline-5-yl)piperidin-1-yl)methyl)piperidin-1-yl)-9-ethyl-6,6-dimethyl-11-oxo-6,11-dihydro-5H-benzo[b]carbazole O=C1NC(CCC1N1C(C2=CC=C(C=C2C1=O)C1CCN(CC1)CC1CCN(CC1)C=1C(=CC2=C(C(C=3NC4=CC=CC=C4C3C2=O)(C)C)C1)CC)=O)=O